2-((naphthalene-1-sulfonamido)methyl)isonicotinic acid C1(=CC=CC2=CC=CC=C12)S(=O)(=O)NCC=1C=C(C(=O)O)C=CN1